FC(CN1CCNC(C2=C1C1=C(O2)C=CC(=C1)C(F)(F)F)=O)(C1CCC(CC1)=O)F 1-(2,2-difluoro-2-(4-oxocyclohexyl)ethyl)-9-(trifluoromethyl)-1,2,3,4-tetrahydro-5H-benzofuro[3,2-e][1,4]diazepin-5-one